(((((1R,2S,5R)-2-carbamoyl-7-oxo-1,6-diazabicyclo[3.2.1]octan-6-yl) oxy) sulfonyl) oxy)-2,2-dimethylpropyl benzoate C(C1=CC=CC=C1)(=O)OC(C(C)(C)C)OS(=O)(=O)ON1[C@@H]2CC[C@H](N(C1=O)C2)C(N)=O